C1(CC1)N(C1=C(C(=NC=N1)NCC1(CCN(CC1)CC(=O)N)O)F)CC1=NC=C(C=C1)C(F)(F)F 2-(4-(((6-(cyclopropyl((5-(trifluoromethyl)pyridin-2-yl)methyl)amino)-5-fluoropyrimidin-4-yl)amino)methyl)-4-hydroxypiperidin-1-yl)acetamide